3-methyl-3-((2-(pyridin-4-yl)pyrido[3,4-d]pyrimidin-4-yl)amino)butanamide CC(CC(=O)N)(C)NC=1C2=C(N=C(N1)C1=CC=NC=C1)C=NC=C2